C(CCC)C(COC(CCCCCCCCC(OC(OCCN(CCOC(OC(CCCCCCCCC(=O)OCC(CCCCCC)CCCC)CCCCCC)=O)CCCN(CC)CC)=O)CCCCCC)=O)CCCCCC bis(2-butyloctyl)16-(3-(diethylamino)propyl)-10,22-dihexyl-12,20-dioxo-11,13,19,21-tetraoxa-16-azahentriacontanedioate